(1R,4R)-Methyl 1-(N-((6'-(2H-tetrazol-5-yl)-[1,1':3',1''-terphenyl]-4-yl)methyl)pentanamido)-4-hydroxycyclohexanecarboxylate N=1NN=NC1C1=CC=C(C=C1C1=CC=C(C=C1)CN(C(CCCC)=O)C1(CCC(CC1)O)C(=O)OC)C1=CC=CC=C1